2-benzyl-4-chloro-5-(3-chloro-6-(4-chloro-1H-1,2,3-triazol-1-yl)-2-fluorophenyl)pyridazin-3(2H)-one C(C1=CC=CC=C1)N1N=CC(=C(C1=O)Cl)C1=C(C(=CC=C1N1N=NC(=C1)Cl)Cl)F